O[C@@H]1[C@@H](CCCC1)NC1=NC(=NC=C1C(=O)N)NC1CCC(CC1)OC 4-((1R,2S)-2-hydroxycyclohexylamino)-2-((1r,4R)-4-methoxycyclohexylamino)pyrimidine-5-carboxamide